C[C@H]1NC(C2=C(C=3C=4C=CC(=NC4C=CC3S2)C=2C=NSC2C=C)NC1)=O (R)-10-methyl-3-(5-vinylisothiazol-4-yl)-9,10,11,12-tetrahydro-8H-[1,4]diazepino[5',6':4,5]thieno[3,2-f]quinolin-8-one